C(C)(=O)OC1=C(C(=CC=C1)C)Br methyl-(2-bromophenyl) acetate